CC1=CC=C(C=C1)S(=O)(=O)N=CC1=CC(=CC=C1)[N+](=O)[O-] 4-methyl-N-(3-nitrobenzylidene)benzenesulfonamide